triethanolamine triethoxide [O-]CC.[O-]CC.[O-]CC.N(CCO)(CCO)CCO